4-(((4-methyl-1-propyl-1H-imidazol-5-yl)methyl)thio)aniline CC=1N=CN(C1CSC1=CC=C(N)C=C1)CCC